5-(cyclohexyloxy)-2-ethylaniline C1(CCCCC1)OC=1C=CC(=C(N)C1)CC